N1(CCOCC1)C=1SC2=C(N1)C=CC(=C2)C(=O)NC2CCCC1=CC=CC=C21 2-(4-morpholinyl)-N-(1,2,3,4-tetrahydronaphthyl)-6-benzothiazolecarboxamide